C12CN(CC(N1)C2)C2=CC=C(C(=N2)CC)NC2=NC=C(C(=N2)C2=CC1=C(C(N(CCS1(=O)=O)C)=O)S2)C(F)(F)F 7-(2-((6-(3,6-diazabicyclo[3.1.1]heptan-3-yl)-2-ethylpyridin-3-yl)amino)-5-(trifluoromethyl)pyrimidin-4-yl)-4-methyl-3,4-dihydrothieno[2,3-f][1,4]thiazepin-5(2H)-one 1,1-dioxide